CC=1C=C(C=C(C1)C)NC1=NC2=CC(=CC=C2C(N1)=O)[N+](=O)[O-] 2-((3,5-dimethylphenyl)amino)-7-nitroquinazolin-4(3H)-one